ClC=1C(=NC(=NC1)NC1CCOCC1)C=1C=C2C(N(C(C2=CC1)CC(=O)OC)CC(NC(C)(C)C1=CC=CC=C1)=O)=O methyl 2-(5-(5-chloro-2-((oxan-4-yl)amino)pyrimidin-4-yl)-3-oxo-2-(2-oxo-2-((2-phenylpropan-2-yl)amino)ethyl)isoindolin-1-yl)acetate